[Si](C)(C)(C(C)(C)C)OCCOC1=CC(=C(C=C1)N1C(CNC2CCCCC12)(C)C)Cl 4-(4-(2-((tert-butyldimethylsilyl)oxy)ethoxy)-2-chlorophenyl)-3,3-dimethyldecahydroquinoxaline